1-(1,3-bis(oleoyloxy) propan-2-yl) 3-methyldecanoate CC(CC(=O)OC(COC(CCCCCCC\C=C/CCCCCCCC)=O)COC(CCCCCCC\C=C/CCCCCCCC)=O)CCCCCCC